dibenzyl ((prop-2-yn-1-yloxy)methyl)phosphonate C(C#C)OCP(OCC1=CC=CC=C1)(OCC1=CC=CC=C1)=O